N-(2-methyl-4-(6-(4-methylpiperazin-1-yl)pyrazolo[1,5-a]pyrazin-4-yl)benzyl)-5-(1-methylcyclopropyl)-1,2,4-oxadiazole-3-carboxamide trifluoroacetate FC(C(=O)O)(F)F.CC1=C(CNC(=O)C2=NOC(=N2)C2(CC2)C)C=CC(=C1)C=1C=2N(C=C(N1)N1CCN(CC1)C)N=CC2